O=C1N(CC2=CC(=CC=C12)C1=CC(=C2C(=N1)N(C=N2)COCC[Si](C)(C)C)CN2CCCC2)C2C(NC(CC2)=O)=O 3-(1-oxo-5-(7-(pyrrolidin-1-ylmethyl)-3-((2-(trimethylsilyl)ethoxy)methyl)-3H-imidazo[4,5-b]pyridin-5-yl)isoindolin-2-yl)piperidine-2,6-dione